2-ETHYL-3,3-DIMETHYL-2-OXIRANECARBOXYLIC ACID C(C)C1(OC1(C)C)C(=O)O